1-N'-(4-fluorophenyl)-1-N-[4-[6-methoxy-7-(3-morpholin-4-ylpropoxy)pyrido[3,2-d]pyrimidin-4-yl]oxyphenyl]cyclopropane-1,1-dicarboxamide FC1=CC=C(C=C1)NC(=O)C1(CC1)C(=O)NC1=CC=C(C=C1)OC=1C2=C(N=CN1)C=C(C(=N2)OC)OCCCN2CCOCC2